C(C=C)(=O)OCCCCCCCCCC[Si](OCC)(OCC)C acryloyloxydecylmethyldiethoxysilane